Methyl 1-methyl-4,5-dihydro-2H-benzo[g]indazole-3-carboxylate CN1NC(C=2CCC3=C(C12)C=CC=C3)C(=O)OC